(S)-1-(2,5-difluoro-phenyl)-2,2-difluoroethyl (1-methyl-4-(6-methyl-5-(methyl-sulfonamido)pyridin-2-yl)-1H-1,2,3-triazol-5-yl)carbamate CN1N=NC(=C1NC(O[C@H](C(F)F)C1=C(C=CC(=C1)F)F)=O)C1=NC(=C(C=C1)NS(=O)(=O)C)C